ethyl 1-((6'-(2H-tetrazol-5-yl)-[1,1':3',1''-terphenyl]-4-yl)methyl)-4-(2-hydroxypropan-2-yl)-2-propyl-1H-imidazole-5-carboxylate N=1NN=NC1C1=CC=C(C=C1C1=CC=C(C=C1)CN1C(=NC(=C1C(=O)OCC)C(C)(C)O)CCC)C1=CC=CC=C1